3-((14-(trimethylsilyl)tetradec-13-yn-1-yl)oxy)propyl hydrogen ((((R)-1-(6-amino-9H-purin-9-yl)propan-2-yl)oxy)methyl)phosphonate NC1=C2N=CN(C2=NC=N1)C[C@@H](C)OCP(OCCCOCCCCCCCCCCCCC#C[Si](C)(C)C)(O)=O